5-((4-isopropylbenzyl)oxy)-2-(2-methyl-[1,1'-biphenyl]-3-yl)isoindole C(C)(C)C1=CC=C(COC2=CC3=CN(C=C3C=C2)C=2C(=C(C=CC2)C2=CC=CC=C2)C)C=C1